C(C)(C)(C)C1=NOC(=N1)C(=O)N[C@H](C)C1=C(C=C(C=C1)C1=NC=NC=2NC3=CC(=C(C=C3C21)C)N2CCNCC2)C (R)-3-(tert-butyl)-N-(1-(2-methyl-4-(6-methyl-7-(piperazin-1-yl)-9H-pyrimido[4,5-b]indol-4-yl)phenyl)ethyl)-1,2,4-oxadiazole-5-carboxamide